4-(5-methyl-1H-pyrazol-3-yl)-N2-(2,5-difluorophenyl)quinazoline-2,4-diamine CC1=CC(=NN1)C1(NC(=NC2=CC=CC=C12)NC1=C(C=CC(=C1)F)F)N